6-(4-((2R,6R)-1-acetyl-4-acryloyl-6-methylpiperazin-2-yl)-6-chloro-5-methylpyridin-2-yl)-N-methylpyrimidine-4-carboxamide C(C)(=O)N1[C@@H](CN(C[C@H]1C)C(C=C)=O)C1=CC(=NC(=C1C)Cl)C1=CC(=NC=N1)C(=O)NC